ClC=1C=C2C=C(NC2=CC1)C(=O)N[C@H]([C@H](C(=O)N(C)C)O)CC1=CC=CC=C1 5-chloro-N-[(1S,2R)-3-(dimethylamino)-2-hydroxy-3-oxo-1-(phenylmethyl)propyl]-1H-indole-2-carboxamide